COC1=CC=C(C=C1)C=1C(OC2(C1C)CC1(CCCCC1)CO2)=O 3-(4-Methoxyphenyl)-4-methyl-1,14-dioxadispiro[4.1.57.25]tetradec-3-en-2-on